FC(C(=O)O)(F)F.FC(CN1CCC(CC1)NC=1C=NN(C1)C)F 1-(2,2-difluoroethyl)-N-(1-methylpyrazol-4-yl)piperidin-4-amine trifluoroacetate